ClC1=NC=C2NC(N(C2=N1)[C@H]1COCC1)=O (R)-2-chloro-9-(tetrahydrofuran-3-yl)-7,9-dihydro-8H-purin-8-one